N1(N=CC=C1)C[C@H]1N(C[C@@H](C1)NC(=O)C=1OC(=CN1)C1=CC(=CC=C1)C#N)C(=O)OC(C)(C)C tert-Butyl (2S,4R)-2-((1H-pyrazol-1-yl)methyl)-4-(5-(3-cyanophenyl)oxazole-2-carboxamido)-pyrrolidine-1-carboxylate